9-hydroxy-6-(phenanthrolyl(phenyl)phosphinoyl)benzofuro[3,2-b]pyridine OC1=CC=C(C2=C1C1=NC=CC=C1O2)P(=O)(C2=CC=CC=C2)C2=NC1=C3N=CC=CC3=CC=C1C=C2